C(C)(C)OC(=O)N(C=1C=C(C=NC1)B(O)O)C (5-((isopropoxycarbonyl)(methyl)amino)pyridin-3-yl)boronic acid